BrC1=CC(=C(C=C1)[C@H]1N([C@@H](CC2=C3C(=CC=C12)NC(O3)=O)C)CC3(CC3)F)OC (6s,8r)-6-(4-bromo-2-methoxyphenyl)-7-((1-fluorocyclopropyl)methyl)-8-methyl-6,7,8,9-tetrahydrooxazolo[5,4-f]isoquinolin-2(3H)-one